5-phenyl-tetrazole C1(=CC=CC=C1)C1=NN=NN1